[N+](=[N-])=CC(C(=O)OCC)=O ethyl 3-diazooxopropanate